ClC1=CC(=C(COC2=CC=CC(=N2)C2CCN(CC2)CC2=NC3=C(N2CCN(C)C)C=C(C=C3)C(=O)O)C=C1)F 2-[(4-{6-[(4-chloro-2-fluorobenzyl)oxy]pyridin-2-yl}piperidin-1-yl)methyl]-1-[2-(dimethylamino)ethyl]-1H-benzimidazole-6-carboxylic acid